Ethyl 6-methyl-5-(2-((7-(5-methyl-1,2,4-oxadiazol-3-yl) isoquinolin-1-yl) amino) ethyl)-4,5,6,7-tetrahydropyrazolo[1,5-a]pyrazine-2-carboxylate CC1N(CC=2N(C1)N=C(C2)C(=O)OCC)CCNC2=NC=CC1=CC=C(C=C21)C2=NOC(=N2)C